N1=CC(=CC=C1)S(=O)[O-].[Na+] sodium 3-pyridinesulfinate